[Ag]F silver(I) fluoride